Phenyl 4-(3-{4-[(1S)-1-{[7-oxo-8-(propan-2-yl)-7,8-dihydropyrido[2,3-d]pyrimidin-2-yl]amino}ethyl] phenyl} pentan-3-yl)piperazine-1-carboxylate O=C1C=CC2=C(N=C(N=C2)N[C@@H](C)C2=CC=C(C=C2)C(CC)(CC)N2CCN(CC2)C(=O)OC2=CC=CC=C2)N1C(C)C